OC12CC(C1)(C2)NC2=NC=C(C(=N2)C2=CNC1=C(C=CC=C21)P(C)(C)=O)C(F)(F)F (3-(2-((3-Hydroxybicyclo[1.1.1]pentan-1-yl)amino)-5-(trifluoromethyl)pyrimidin-4-yl)-1H-indole-7-yl)dimethylphosphine oxide